Butyl-3-ethyl-4-hydroxy-1-methyl-pyrazol C(CCC)C1=C(C(=NN1C)CC)O